2-(4-methyl-1H-indol-3-yl)ethan-1-amine CC1=C2C(=CNC2=CC=C1)CCN